4-((2S,5r)-4-(4-(cyclopropylmethoxy)benzyl)-2,5-diethylpiperazin-1-yl)-1-methyl-2-oxo-1,2-dihydropyrido[3,2-d]pyrimidine-6-carbonitrile C1(CC1)COC1=CC=C(CN2C[C@@H](N(C[C@H]2CC)C=2C3=C(N(C(N2)=O)C)C=CC(=N3)C#N)CC)C=C1